ClC1=C(OCC(=O)N2C[C@@H]3N(C(C4=C(NC3=O)C=CC(=C4)C4=C(C=CC(=C4)C(F)(F)F)C)=O)CC2)C=CC(=C1)C(F)(F)F (S)-2-(2-(2-chloro-4-(trifluoromethyl)phenoxy)acetyl)-8-(2-methyl-5-(trifluoromethyl)phenyl)-1,3,4,12a-tetrahydrobenzo[e]pyrazino[1,2-a][1,4]diazepine-6,12(2H,11H)-dione